C(C)(C)(C)NCC(O)C1=CC=C(C=C1)F 2-(tert-butylamino)-1-(4-fluorophenyl)ethanol